2-Morpholin-4-ylethyl 5,12-dioxoindolizino[2,3-g]quinoline-6-carboxylate O=C1C=2C=CC=NC2C(C2=C1C(=C1C=CC=CN12)C(=O)OCCN1CCOCC1)=O